(5-chloro-6-(2H-1,2,3-triazol-2-yl)pyridin-3-yl)-1-(4-oxo-4H-pyrido[1,2-a]pyrimidin-9-yl)-5-(trifluoromethyl)-1H-pyrazole-4-carboxamide ClC=1C=C(C=NC1N1N=CC=N1)C1=NN(C(=C1C(=O)N)C(F)(F)F)C1=CC=CN2C1=NC=CC2=O